FC=1C=C(C=CC1)C[C@@H](C(=O)O)NC(CCCCCCCCCCCCCCC)=O (S)-3-(3-fluorophenyl)-2-palmitamidopropanoic acid